Cl.FC1=C(CN2N=CC(=C2)CN)C(=CC(=C1)F)F (1-(2,4,6-trifluorobenzyl)-1H-pyrazol-4-yl)methylamine hydrochloride